FC=1C=CC2=C([Se]NS2(=O)C2=CC=C(C=C2)F)C1 5-fluoro-1-(4-fluorophenyl)benzo[d][1,3,2]thiaselenazol-1-one